C(#N)C1=CN=C(S1)N1CCC(=CCC1)C=1C(=CC(=C(C1)NC(=O)C1=CNC(C=C1C(F)F)=O)N1C[C@H](N([C@H](C1)C)C)C)F N-[5-[1-(5-cyano-1,3-thiazol-2-yl)-2,3,6,7-tetrahydroazepin-4-yl]-4-fluoro-2-[(3R,5S)-3,4,5-trimethylpiperazin-1-yl]phenyl]-4-(difluoromethyl)-6-oxo-1H-pyridine-3-carboxamide